FC(C1=NC=CC(=C1)OC1CC2(C1)CN(CCC2)C(=O)OC(C)(C)C)(F)F tert-butyl 2-{[2-(trifluoromethyl)pyridin-4-yl]oxy}-6-azaspiro[3.5]nonane-6-carboxylate